5-chloro-N-((1-(2-cyclopropylethyl)piperidin-4-yl)methyl)thiophene-2-carboxamide ClC1=CC=C(S1)C(=O)NCC1CCN(CC1)CCC1CC1